3-propylene methanedisulfonate C1S(=O)(=O)OCC(C)OS1(=O)=O